OCC1=NC(=NC=C1)C1=CC=C(C=N1)NCCNC(OC(C)(C)C)=O tert-butyl (2-((6-(4-(hydroxymethyl)pyrimidin-2-yl)pyridin-3-yl)amino) ethyl)carbamate